OC12CCC(CC1)(CC2)N2CC=C1N2C=C(C=N1)C1=CC=C(C=C1)C(C)N1CCCC1 N-(4-hydroxybicyclo[2.2.2]oct-1-yl)-6-(4-(1-(pyrrolidin-1-yl)ethyl)phenyl)pyrazolo[1,5-a]pyrimidine